C1(=CC=CC=C1)C=1C=CC(=C(N)C1)OC1=CC=CC=C1 5-Phenyl-2-phenoxyaniline